OC=1C=C2C=CC(=CC2=CC1)C(C(C)(C)C)O 1-(6-hydroxynaphthalene-2-yl)-2,2-dimethyl-1-propanol